N-tert-butyl-2-{methyl[2-(1-methyl-1H-imidazol-2-yl)-5H,6H,7H-cyclopenta[d]pyrimidin-4-yl]amino}acetamide C(C)(C)(C)NC(CN(C=1C2=C(N=C(N1)C=1N(C=CN1)C)CCC2)C)=O